CC=1N(C(=CC1)C)C1=NC=2C(=NC=CC2CC2CNCCO2)N1C 2-[[2-(2,5-dimethylpyrrol-1-yl)-3-methyl-imidazo[4,5-b]pyridin-7-yl]methyl]morpholine